[Br-].CO[Si](CCCCCCCCOC1=C(C=C(C=C1)O)[P+](C(C)(C)C)(C(C)(C)C)C(C)(C)C)(OC)OC (2-[8-(trimethoxysilyl)octoxy]-5-hydroxyphenyl)tri(tert-butyl)phosphonium bromide